FC(C(=O)O)(C1=CC(=CC=C1)OCCOC)F 2,2-difluoro-2-(3-(2-methoxyethoxy)phenyl)acetic acid